6-acetyl-1,2-diazine-4-carboxylic acid C(C)(=O)C1=CC(=CN=N1)C(=O)O